C(C=C)P Monoallyl-Phosphine